3-(1,3-thiazol-2-yl)propionic acid S1C(=NC=C1)CCC(=O)O